O1COC2=C1C=CC(=C2)CCC=O 1,3-Benzodioxole-5-propanal